Calcium Sulphate Hemihydrate O.S(=O)(=O)([O-])[O-].[Ca+2].[Ca+2].S(=O)(=O)([O-])[O-]